[Br-].C(C)(C)(C)N1CN(C=C1)C(C)(C)C.[I+].[Li+].[Br-] lithium iodine 1,3-Di-tert-butylimidazole Bromide